6-(4-(furan-2-yl)-1H-1,2,3-triazole-1-carbonyl)-L-lysine O1C(=CC=C1)C=1N=NN(C1)C(=O)C(CCC[C@H](N)C(=O)O)N